2-(4-((4-fluoro-4-(7-methyl-[1,2,4]triazolo[1,5-a]pyridin-6-yl)piperidin-1-yl)sulfonyl)-1-methyl-1H-pyrazol-5-yl)acetonitrile FC1(CCN(CC1)S(=O)(=O)C=1C=NN(C1CC#N)C)C=1C(=CC=2N(C1)N=CN2)C